((2S,5R)-4-(1-(4-bromo-1-ethyl-1H-pyrazol-3-yl)ethyl)-2,5-diethylpiperazin-1-yl)-4-methyl-2-(tetrahydro-2H-pyran-2-yl)-2,4-dihydro-5H-pyrazolo[4,3-b]pyridin-5-one BrC=1C(=NN(C1)CC)C(C)N1C[C@@H](N(C[C@H]1CC)C=1N(N=C2C1N(C(C=C2)=O)C)C2OCCCC2)CC